CSCCC=O 3-(methylthio)propanal